(R)-5-((((6-(2-chloro-3-(3-chloro-2-(7-(((((R)-5-oxopyrrolidin-2-yl)methyl)amino)methyl)quinolin-3-yl)pyridin-4-yl)phenyl)-2-methoxypyridin-3-yl)methyl)amino)methyl)pyrrolidin-2-one ClC1=C(C=CC=C1C1=C(C(=NC=C1)C=1C=NC2=CC(=CC=C2C1)CNC[C@@H]1NC(CC1)=O)Cl)C1=CC=C(C(=N1)OC)CNC[C@H]1CCC(N1)=O